4,4a,5,9b-tetrahydro-2,4-dimethyl-indeno[1,2-d]-1,3-dioxin CC1OC(C2C(O1)C1=CC=CC=C1C2)C